2-((1s,2s)-2-amino-5,5-dimethylcyclohexyl)-3-bromo-5-chloro-N-(thiophen-2-ylmethyl)thieno[3,2-b]pyridin-7-amine formate C(=O)O.N[C@@H]1[C@H](CC(CC1)(C)C)C1=C(C2=NC(=CC(=C2S1)NCC=1SC=CC1)Cl)Br